FC=1C(=C(C#N)C=CC1)C1=CC(=C2C(=N1)C(NC2=O)([2H])[2H])N2N=C(C=C2)N2C([C@](CC2([2H])[2H])(C([2H])([2H])[2H])O)([2H])[2H] (R)-3-fluoro-2-(4-(3-(3-hydroxy-3-(methyl-d3)pyrrolidin-1-yl-2,2,5,5-d4)-1H-pyrazol-1-yl)-5-oxo-6,7-dihydro-5H-pyrrolo[3,4-b]pyridin-2-yl-7,7-d2)benzonitrile